N(N)CC1=CC=CC(=N1)N 6-(hydrazineylmethyl)pyridin-2-amine